p-chlorophenyl methyl disulfide CSSC1=CC=C(C=C1)Cl